tert-butyl N-[(3R)-5-[(4-chlorophenyl)methyl]-1,1,4-trioxo-7-(2-oxo-3H-1,3,4-oxadiazol-5-yl)-2,3-dihydro-1λ6,5-benzothiazepin-3-yl]carbamate ClC1=CC=C(C=C1)CN1C([C@H](CS(C2=C1C=C(C=C2)C2=NNC(O2)=O)(=O)=O)NC(OC(C)(C)C)=O)=O